4-(2-(4-chloro-3-fluorophenoxy)acetamido)-3-oxobicyclo[2.2.2]octane-1-carboxylic acid methyl ester COC(=O)C12CC(C(CC1)(CC2)NC(COC2=CC(=C(C=C2)Cl)F)=O)=O